C[C@@](C(=O)O)(CCC(C)(C)C)NCCCC1=CC=CC=C1 (S)-2,5,5-trimethyl-2-(3-phenylpropylamino)hexanoic acid